C(C)(=O)C1=C(C=CC(=N1)OCC(=O)OC(C)(C)C)N1N=CC=C1 tert-butyl {[6-acetyl-5-(1H-pyrazol-1-yl)pyridin-2-yl]oxy}acetate